C1([C@H](O)[C@H](O)[C@H](O1)CO)O ribosyl alcohol